FC1=C(C=CC(=C1)F)C1=NC(=NC2=NC(=C(N=C12)C)C)[C@H]1C[C@H](OCC1)C=1C=NN(C1)CCF 4-(2,4-difluorophenyl)-2-((2S,4R)-2-(1-(2-fluoroethyl)-1H-pyrazol-4-yl)tetrahydro-2H-pyran-4-yl)-6,7-dimethylpteridine